5-Fluoro-1-((4aR,6R,7aS)-2-(propoxy)-2-oxo-tetrahydro-4H-furo[3,2-d][1,3,2]dioxaphosphorin-6-yl)pyrimidine-2,4(1H,3H)-dione FC=1C(NC(N(C1)[C@H]1C[C@@H]2OP(OC[C@H]2O1)(=O)OCCC)=O)=O